(1r,1's,4R,4'R)-4'-pentyl-[1,1'-bi(cyclohexane)]-4-carboxylic acid C(CCCC)C1CCC(CC1)C1CCC(CC1)C(=O)O